(4-((4-(Difluoromethoxy)phenyl)(4-methoxypyridin-3-yl)amino)piperidin-1-yl)(2-methylpyridin-4-yl)methanone FC(OC1=CC=C(C=C1)N(C1CCN(CC1)C(=O)C1=CC(=NC=C1)C)C=1C=NC=CC1OC)F